The molecule is a 1-acylglycerone 3-phosphate(2-) obtained by deprotonation of the phosphate OH groups of 1-arachidonoylglycerone 3-phosphate; major species at pH 7.3. It is a conjugate base of a 1-arachidonoylglycerone 3-phosphate. CCCCC/C=C\\C/C=C\\C/C=C\\C/C=C\\CCCC(=O)OCC(=O)COP(=O)([O-])[O-]